C(C1CCCCC1)C(N)(C1=CC=CC=C1)CC1=CC=CC=C1CC1=CC=CC=C1 perhydro-benzyl-toluenebenzyl-1-phenylmethanamine